C1(=CC=CC=C1)CS(=O)(=O)NC1=C(C(=C(C=C1F)OC1=NC=CC=C1C1=NC(=NC=C1)N[C@@H]1CNC[C@H](C1)F)F)F 1-phenyl-N-(2,3,6-trifluoro-4-((3-(2-(((3S,5S)-5-fluoropiperidin-3-yl)amino)pyrimidin-4-yl)pyridin-2-yl)oxy)phenyl)methanesulfonamide